3-(4-(4'-chloro-5'-oxo-5'H-spiro[cyclohexane-1,7'-indolo[1,2-a]quinazolin]-9'-yl)piperidin-1-yl)cyclohexane-1-carboxylic acid ClC=1C=2C(N=C3N(C2C=CC1)C1=CC=C(C=C1C31CCCCC1)C1CCN(CC1)C1CC(CCC1)C(=O)O)=O